OC(C)C=1C=C(C=C2C(C(=C(OC12)C(C)C)C)=O)C 8-(1-hydroxyethyl)-2-isopropyl-3,6-dimethyl-4H-chromen-4-one